S1C(=NN=C1)C1=CN=CC(=N1)N1CC2(CC(C2)OC=2C(=NC=CC2)C(F)(F)F)CCC1 6-[6-(1,3,4-thiadiazol-2-yl)pyrazin-2-yl]-2-{[2-(trifluoromethyl)pyridin-3-yl]oxy}-6-azaspiro[3.5]nonane